C(C)(C)(C)OC(=O)N1C=C(C2=C(C=CC=C12)Br)C.FC(C1(CC1)COC1CC2(C1)CC(C2)C(=O)N2C[C@H](CC2)C2=CN=NN2)F [2-[[1-(Difluoromethyl)cyclopropyl]methoxy]spiro[3.3]heptan-6-yl]-[(3S)-3-(1H-triazol-5-yl)pyrrolidin-1-yl]methanone tert-butyl-4-bromo-3-methyl-1H-indole-1-carboxylate